4-chloro-5-(3-oxobutyl)-2-tetrahydropyran-2-yl-pyridazin-3-one ClC=1C(N(N=CC1CCC(C)=O)C1OCCCC1)=O